ClC1=C(C=C(C=C1)Cl)C1=C(C=CC(=C1)Cl)Cl 2,2',5,5'-tetrachlorobiphenyl